OCC1[C@H]2CN(C[C@@H]12)CC1=CC=C(C=C1)C1=CC=C(C=C1)CC1=CC=C(C=C1)N1N=C(N=C1C)C(=O)N 1-(4-((4'-(((1r,5s,6s)-6-(hydroxymethyl)-3-azabicyclo[3.1.0]hexane-3-yl)methyl)-[1,1'-biphenyl]-4-yl)methyl)phenyl)-5-methyl-1H-1,2,4-triazole-3-carboxamide